N=1N(N=CC1)C1=C(C=C(C=N1)NC(C1=C(C=C(C(=C1)F)C1=C(C=NC=C1C1CC1)N)Cl)=O)C(F)(F)F N-(6-(2H-1,2,3-triazol-2-yl)-5-(trifluoromethyl)pyridin-3-yl)-4-(3-amino-5-cyclopropylpyridine-4-yl)-2-chloro-5-fluorobenzamide